O.[Si].[Mg] magnesium silicon water